C(C)(C)C1=CC=C(C=C1)SCC[C@@]12CCC[C@H]1[C@@H]1CC=C3C[C@H](CC[C@]3(C)[C@H]1CC2)O (4-isopropylphenylthiomethyl)-androst-5-en-3beta-ol